2-(adamantan-1-yl)-N-(6-aminohexyl)acetamide C12(CC3CC(CC(C1)C3)C2)CC(=O)NCCCCCCN